N-methoxy-N-methyl-pyridine-4-carboxamide CON(C(=O)C1=CC=NC=C1)C